C(C)(C)(C)N(C(=O)OC1=NC=C(C2=C(C=CC=C12)S(=O)(=O)N1[C@@H](CNCCC1)C)CC)C1=CC2=C(NC(N2CC(F)(F)F)=O)C=C1 (R)-4-ethyl-5-((2-methyl-1,4-diazepan-1-yl)sulfonyl)isoquinolin-1-ol tert-butyl-(2-oxo-3-(2,2,2-trifluoroethyl)-2,3-dihydro-1H-benzo[d]imidazol-5-yl)carbamate